N1C=C(C=2C=NC=CC21)NC(C(=O)NC2=NC=C(C=C2)C(F)(F)F)=O N1-(1H-pyrrolo[3,2-c]pyridin-3-yl)-N2-(5-(trifluoromethyl)pyridin-2-yl)oxalamide